N-[4-[(6,7-dimethoxy-1,5-naphthyridin-4-yl)oxy]-3-fluorophenyl]-3-(4-fluorophenyl)-4-oxo-2-sulfinyl-1H-pyrimidine-5-carboxamide COC=1N=C2C(=CC=NC2=CC1OC)OC1=C(C=C(C=C1)NC(=O)C=1C(N(C(NC1)=S=O)C1=CC=C(C=C1)F)=O)F